COC1=C(C(=C(C2=CC=CC=C12)OC)C)CC=1C=CC(=NC1)OC 5-((1,4-dimethoxy-3-methylnaphthalen-2-yl)methyl)-2-methoxypyridine